tert-butyl 4-(4-(6-amino-2-fluoro-5-(1-oxo-1,2,3,4-tetrahydroisoquinolin-6-yl)pyridin-3-yl)phenoxy)-2,2-dimethylpiperidine-1-carboxylate NC1=C(C=C(C(=N1)F)C1=CC=C(OC2CC(N(CC2)C(=O)OC(C)(C)C)(C)C)C=C1)C=1C=C2CCNC(C2=CC1)=O